C[C@H]1[C@@H]([C@@](C[C@@H](O1)O[C@H]2[C@H]3C(=O)N[C@@H](C4=C(C(=CC(=C4)O)O)C5=C(C=CC(=C5)[C@H](C(=O)N3)NC(=O)[C@H]6C7=CC(=C(C(=C7)OC8=C(C=C2C=C8)Cl)O[C@H]9[C@@H]([C@H]([C@@H]([C@H](O9)CO)O)O)O[C@H]1C[C@]([C@H]([C@@H](O1)C)O)(C)NCC1=CC=C(C=C1)C1=CC=C(C=C1)Cl)OC1=C(C=C(C=C1)[C@H]([C@H](C(=O)N[C@H](C(=O)N6)CC(=O)N)NC(=O)[C@@H](CC(C)C)NC)O)Cl)O)C(=O)O)(C)N)O.OP(=O)(O)O.OP(=O)(O)O The molecule is a phosphate salt obtained by combining oritavancin with two molar equivalents of phosphoric acid. Used for the treatment of acute bacterial skin and skin structure infections caused or suspected to be caused by susceptible isolates of designated Gram-positive microorganisms. It has a role as an antibacterial drug. It contains an oritavancin.